C(C)(C)(C)OC1=NC(=CC(=C1)OS(=O)(=O)C(F)(F)F)N1C(CCCC1)C(F)(F)F [2-tert-Butoxy-6-[2-(trifluoromethyl)-1-piperidyl]-4-pyridyl]trifluoromethanesulfonate